C(C)(=O)N\C(\C(=O)O)=C/C1=CC(=CC(=C1)F)Br (Z)-2-acetylamino-3-(3-bromo-5-fluorophenyl)acrylic Acid